2-[2-(2,5-Dimethylphenyl)-7-azaspiro[3.5]nonane-7-carbonyl]-5-azaspiro[3.4]octan-6-one CC1=C(C=C(C=C1)C)C1CC2(C1)CCN(CC2)C(=O)C2CC1(C2)NC(CC1)=O